ClC1=CC=C(C=C1)C1CCN(CC1)CC=1C=C2C(N(C(C2=CC1)=O)N1C(NC(CC1)=O)=O)=O 5-((4-(4-chlorophenyl)piperidin-1-yl)methyl)-2-(2,4-dioxotetrahydropyrimidin-1(2H)-yl)isoindoline-1,3-dione